4-oxo-2-phenyl-8-(pyrrolidin-1-ylmethyl)-4H-chromen-3-carboxylic acid O=C1C(=C(OC2=C(C=CC=C12)CN1CCCC1)C1=CC=CC=C1)C(=O)O